FC(C1=C(CNC2=NC=CC=C2)C=CC=C1)(F)F N-(2-trifluoromethylbenzyl)pyridin-2-amine